C1(CC1)C1=NC=NC(=C1C1=NC=CC(=N1)OCC1=C(C=C(C=C1)C=1N(C=C(N1)C(F)(F)F)C)C)OC 4-cyclopropyl-6-methoxy-5-[4-[[2-methyl-4-[1-methyl-4-(trifluoromethyl)imidazol-2-yl]phenyl]methoxy]pyrimidin-2-yl]pyrimidine